[Cl-].ClC1N(CCN1C)C 2-chloro-1,3-dimethyl-imidazoline chloride